FC1(CCC(CC1)[C@H](NC(=O)C1=NOC=C1C)C=1OC2=C(N1)C=C(C=C2)[C@@H](COC)N2C(N[C@@H](C2)C(F)(F)F)=O)F N-((S)-(4,4-difluorocyclohexyl)(5-((S)-2-methoxy-1-((S)-2-oxo-4-(trifluoromethyl)imidazolidin-1-yl)ethyl)benzo[d]oxazol-2-yl)methyl)-4-methylisoxazole-3-carboxamide